FC1=C(C=C(C=C1C)C1=C(C=CC=C1C)C)[C@H](CC(=O)O)NC([C@H](CC(C)C)N1C(C(=CC(=C1)CCN1CC(C1)F)F)=O)=O (S)-3-(4-fluoro-2',5,6'-trimethyl-[1,1'-biphenyl]-3-yl)-3-((S)-2-(3-fluoro-5-(2-(3-fluoroazetidin-1-yl)ethyl)-2-oxopyridin-1(2H)-yl)-4-methylpentanamido)propanoic acid